FC1=C(C=CC=C1OC)C=1C(=C2C(=NC1)N(C(N2)=O)[C@H](CS(=O)(=O)C)C2=NC(=C(C=C2)OC)OCC)C (S)-6-(2-fluoro-3-methoxyphenyl)-3-(1-(6-ethoxy-5-methoxypyridin-2-yl)-2-(methylsulfonyl)ethyl)-7-methyl-1H-imidazo[4,5-b]pyridin-2(3H)-one